C(C#C)N1C(C=CC1=O)=O 1-(prop-2-ynyl)-1H-pyrrole-2,5-dione